COC1CCC(CC1)NC(C(C)N1CCN(CC1)C1=CC(=C2C(=N1)C(=CS2)C(=O)NC)C(F)(F)F)=O 5-(4-(1-((4-methoxycyclohexyl)amino)-1-oxopropan-2-yl)piperazin-1-yl)-N-methyl-7-(trifluoromethyl)thieno[3,2-b]pyridine-3-carboxamide